C(C)(C)(C)OC(=O)N(CCCCCCCC(=O)O)C 8-[tert-butoxycarbonyl(methyl)amino]octanoic acid